6-(6-chloro-4-{3,8-diazabicyclo[3.2.1]oct-3-yl}-2-[(1-{[(2R)-2,4-dimethylpiperazin-1-yl]methyl}cyclopropyl)methoxy]-8-fluoroquinazolin-7-yl)-4-methyl-5-(trifluoromethyl)pyridin-2-amine ClC=1C=C2C(=NC(=NC2=C(C1C1=C(C(=CC(=N1)N)C)C(F)(F)F)F)OCC1(CC1)CN1[C@@H](CN(CC1)C)C)N1CC2CCC(C1)N2